O[C@]1(C(C)=O)CC[C@H]2[C@@H]3CCC4=CC(CC[C@]4(C)[C@H]3CC[C@]12C)=O 17-hydroxy-4-pregnene-3,20-dione